4-isopropyl-1-(2,3,5-trifluorophenyl)-1H-pyrazolo[3,4-b]Pyridine-5-carboxamide C(C)(C)C1=C2C(=NC=C1C(=O)N)N(N=C2)C2=C(C(=CC(=C2)F)F)F